ethyl 3-bromo-8-methoxy-2-methylquinoline-6-carboxylate BrC=1C(=NC2=C(C=C(C=C2C1)C(=O)OCC)OC)C